5-bromo-4-chloro-2-(1-cyclobutylethenyl)aniline BrC=1C(=CC(=C(N)C1)C(=C)C1CCC1)Cl